1-(4-(3-bromo-4-oxo-2-(trifluoromethyl)-4H-pyrido[1,2-a]pyrimidin-9-yl)benzoyl)pyrrolidine-3-carbonitrile BrC1=C(N=C2N(C1=O)C=CC=C2C2=CC=C(C(=O)N1CC(CC1)C#N)C=C2)C(F)(F)F